OCCCC1=CC(=C(C=C1)N1C(NC(CC1)=O)=O)C 1-(4-(3-hydroxypropyl)-2-methylphenyl)dihydropyrimidine-2,4(1H,3H)-dione